ClC=1C=C(C=C(C1)S(=O)(=O)C)NC(=O)C=1SC(=C(C1)N1N=CC(=C1)F)C N-(3-chloro-5-(methylsulfonyl)phenyl)-4-(4-fluoro-1H-pyrazol-1-yl)-5-methylthiophene-2-carboxamide